C(C)OC(=O)C1=C[C@@H]([C@@H]([C@H](C1)OS(=O)(=O)C)O)OC(CC)CC (3S,4S,5S)-4-hydroxy-5-((methylsulfonyl)oxy)-3-(pent-3-yloxy)cyclohex-1-ene-1-carboxylic acid ethyl ester